N-ethyl-N-methoxypiperidin-4-amine trifluoroacetate salt FC(C(=O)O)(F)F.C(C)N(C1CCNCC1)OC